(12aR)-9-bromo-8,10-dichloro-1,2,3,4,12,12a-hexahydro-6H-pyrazino[2,1-c][1,4]benzoxazepine BrC1=C(C2=C(CN3[C@@H](CO2)CNCC3)C=C1Cl)Cl